C(C)(C)(C)OC(=O)N[C@H](C=1N=C2N(N=CC(=C2)CC2C(N(CCCC2)C(=O)OC(C)(C)C)=O)C1)C1CCC(CC1)(F)F tert-butyl 3-((2-((S)-((tert-butoxycarbonyl)amino)(4,4-difluorocyclohexyl)methyl)imidazo[1,2-b]pyridazin-7-yl)methyl)-2-oxoazepane-1-carboxylate